C(=O)(OCC1C2=CC=CC=C2C2=CC=CC=C12)N[C@@H](C(C)(C)C1CC1)C(=O)O Fmoc-3-cyclopropyl-L-valine